(Z)-5-Oxo-7a-phenyl-3a,4,5,7a-tetrahydrobenzofuran O=C1C=CC2(C(C=CO2)C1)C1=CC=CC=C1